6-(1-((2R,5S)-2,5-diethylpiperazin-1-yl)ethyl)-7-fluoro-2-methylbenzo[d]thiazole C(C)[C@H]1N(C[C@@H](NC1)CC)C(C)C1=C(C2=C(N=C(S2)C)C=C1)F